NC=1C=C(C2=C(CC(O2)(C)C)C1NCCCCNC1=C(C=C(C=C1OC)C(N)=O)N)C(=O)N 5-amino-4-((4-((2-amino-4-carbamoyl-6-methoxyphenyl)amino)butyl)amino)-2,2-dimethyl-2,3-dihydrobenzofuran-7-formamide